C1(CCC1)CNCC=1NC2=CC(=CC=C2C1)CN1N=NC(=C1)C=1C=C2C(=NC1)NC=C2 (cyclobutylmethyl)({6-[(4-{1H-pyrrolo[2,3-b]pyridin-5-yl}-1H-1,2,3-triazol-1-yl)methyl]-1H-indol-2-yl}methyl)amine